N-(4-(4-bromophenyl)thiazol-2-yl)-4-methoxy-2-((4-methylphenyl)sulfonamido)benzamide BrC1=CC=C(C=C1)C=1N=C(SC1)NC(C1=C(C=C(C=C1)OC)NS(=O)(=O)C1=CC=C(C=C1)C)=O